(2S,4r)-N-[2-(3-bromo-5-chloro-phenyl)ethyl]-1-[(2S)-2-(4-cyclopropyltriazol-1-yl)-3,3-dimethyl-butyryl]-4-hydroxy-pyrrolidine-2-carboxamide BrC=1C=C(C=C(C1)Cl)CCNC(=O)[C@H]1N(C[C@@H](C1)O)C([C@H](C(C)(C)C)N1N=NC(=C1)C1CC1)=O